NC1=NC=NN2C1=C(C=C2C2CCC(CC2)=O)C2=CC=C(C=C2)OC2=CC=CC=C2 4-(4-amino-5-(4-phenoxyphenyl)pyrrolo[2,1-f][1,2,4]triazin-7-yl)cyclohexan-1-one